(3S)-6,7-dichloro-5-(2,6-difluorophenyl)-3-methyl-1,3-dihydro-1,4-benzodiazepine-2-thione ClC1=C(C=CC2=C1C(=N[C@H](C(N2)=S)C)C2=C(C=CC=C2F)F)Cl